BrC1=NC(=NC=C1)N1C[C@H](O[C@H](C1)C)C (2R,6S)-4-(4-bromopyrimidin-2-yl)-2,6-dimethylmorpholine